Cl.N1=CC(=CC=C1)C1(COC1)N 3-(3-pyridinyl)oxetan-3-amine hydrochloride